C(#N)C=1C=C(C=NC1)S(=O)(=O)N([C@@H](C(F)(F)F)C1=CC=C(C=C1)F)CCF (R)-5-Cyano-N-(2-fluoroethyl)-N-(2,2,2-trifluoro-1-(4-fluorophenyl)ethyl)pyridine-3-sulfonamide